(1R,3S,5R)-2-(2-(3-acetyl-7-(S-methylsulfonimidoyl)-1H-indazol-1-yl)acetyl)-N-(6-bromo-3-methylpyridin-2-yl)-5-methyl-2-azabicyclo[3.1.0]hexane-3-carboxamide C(C)(=O)C1=NN(C2=C(C=CC=C12)S(=O)(=N)C)CC(=O)N1[C@@H]2C[C@@]2(C[C@H]1C(=O)NC1=NC(=CC=C1C)Br)C